Cl.C(=C)[C@H]1CC[C@H](N1)C(=O)OC methyl (2S,5R)-5-vinylpyrrolidine-2-carboxylate hydrochloride